1,4-DIHYDRO-4-OXO-2-PYRIDINECARBOXYLIC ACID O=C1C=C(NC=C1)C(=O)O